argon water O.[Ar]